C(C1=CC=CC=C1)N=CC1CC1 N-benzyl-1-cyclopropyl-methanimine